C1(=CC=CC=C1)C1=CN=C2C(=N1)C(=NC=C2)C=2SC(=CC2)C(F)(F)F 3-phenyl-5-(5-trifluoromethyl-2-thienyl)pyrido[3,4-b]pyrazine